N-({4-amino-1H,3H-furo[3,4-c]quinolin-7-yl}methyl)-N-(3-methoxypyrazin-2-yl)-6-(trifluoromethyl)pyridine-3-carboxamide NC1=NC=2C=C(C=CC2C2=C1COC2)CN(C(=O)C=2C=NC(=CC2)C(F)(F)F)C2=NC=CN=C2OC